FC(C1=CC=C(C=C1)B(O)O)(F)F 4-trifluoromethylphenyl-boronic acid